ClC=1C(=C(CN2[C@@H](C[C@@](CC2)(C(=O)O)CC2=NC(=CC(=C2F)C)NC2=NNC(=C2)C)CC)C=CC1)F (2R,4R)-1-(3-chloro-2-fluorobenzyl)-2-ethyl-4-((3-fluoro-4-methyl-6-((5-methyl-1H-pyrazol-3-yl)amino)pyridin-2-yl)methyl)piperidine-4-carboxylic acid